tert-butyl 4-(3-((3-chloro-4-(3-methylazetidine-1-carbonyl) phenyl) amino)azetidin-1-yl)piperidine-1-carboxylate ClC=1C=C(C=CC1C(=O)N1CC(C1)C)NC1CN(C1)C1CCN(CC1)C(=O)OC(C)(C)C